6-(4-amino-2,6-difluorophenyl)-5-(4-(benzyloxy)-3-fluorophenyl)-7-methyl-5H-pyrrolo[3,2-d]pyrimidin-4-ol NC1=CC(=C(C(=C1)F)C1=C(C=2N=CN=C(C2N1C1=CC(=C(C=C1)OCC1=CC=CC=C1)F)O)C)F